2-bromo-4-(trifluoromethoxy)-1,3-benzothiazole-6-carbonitrile BrC=1SC2=C(N1)C(=CC(=C2)C#N)OC(F)(F)F